SC[C@H]([C@H](N)C(=O)O)O gamma-mercaptothreonine